2-((3aR,5s,6aS)-5-(2-fluoro-3-methyl-phenoxy)hexahydro-cyclopenta[c]pyrrol-2(1H)-yl)-1-(4-hydroxyphenyl)ethanone FC1=C(OC2C[C@@H]3[C@@H](CN(C3)CC(=O)C3=CC=C(C=C3)O)C2)C=CC=C1C